Butyl nonafluorovalerate FC(C(C(C(C(=O)OCCCC)(F)F)(F)F)(F)F)(F)F